NCC=1C=NC(=NC1)C1=C(C=C(C#N)C=C1)OC1=NC(=NC(=C1)OCC1(COC1)C)C 4-[5-(aminomethyl)pyrimidin-2-yl]-3-[2-methyl-6-[(3-methyloxetan-3-yl)methoxy]pyrimidin-4-yl]oxybenzonitrile